2-nitro-6,7-dihydropyrazolo[1,5-a]pyrazine-5(4H)-carboxylic acid tert-butyl ester C(C)(C)(C)OC(=O)N1CC=2N(CC1)N=C(C2)[N+](=O)[O-]